ClC1=CC=C(C=C1)CN1C([C@H](CSC2=C1C=C(C(=C2)F)C=2OC(=NN2)C(C(=O)NC)(C)C)NC(OC(C)(C)C)=O)=O tert-butyl N-[(3R)-5-[(4-chlorophenyl)methyl]-7-[5-[1,1-dimethyl-2-(methylamino)-2-oxo-ethyl]-1,3,4-oxadiazol-2-yl]-8-fluoro-4-oxo-2,3-dihydro-1,5-benzothiazepin-3-yl]carbamate